[6-(5-chloro-2-fluorophenyl)-4-{[(2,4-dimethoxyphenyl)methyl]Amino}pyridazin-3-yl]Methanol ClC=1C=CC(=C(C1)C1=CC(=C(N=N1)CO)NCC1=C(C=C(C=C1)OC)OC)F